amino-1,3-propanediol NC(CCO)O